C1(CCCCC1)P(C1=C(C=CC=C1)C1=C(C=CC=C1OC)OC)C1CCCCC1 Dicyclohexyl-(2',6'-dimethoxy-biphenyl-2-yl)-phosphan